C(#N)C=1C(=NC(=NC1)N[C@H]1C[C@H](CCC1)N1C=NC2=C1C(=CC(=C2)C#N)C#N)C=2C=NN(C2)CC(F)F 1-((1S,3R)-3-((5-cyano-4-(1-(2,2-difluoroethyl)-1H-pyrazol-4-yl)pyrimidin-2-yl)amino)cyclohexyl)-1H-benzo[d]imidazole-5,7-dicarbonitrile